(S)-2-amino-1-(4-(4-((3-(3-(difluoromethyl)-1-(2-fluoroethyl)-1H-pyrazol-4-yl)imidazo[1,2-a]pyrazin-8-yl)amino)-2-ethylbenzoyl)piperazin-1-yl)propan-1-one N[C@H](C(=O)N1CCN(CC1)C(C1=C(C=C(C=C1)NC=1C=2N(C=CN1)C(=CN2)C=2C(=NN(C2)CCF)C(F)F)CC)=O)C